2-(6-{2-[(Oxacyclohex-4-yl)amino]-5-(trifluoromethyl)pyrimidin-4-yl}-1-oxo-2,3-dihydro-1H-isoindol-2-yl)acetic acid tert-butyl ester C(C)(C)(C)OC(CN1C(C2=CC(=CC=C2C1)C1=NC(=NC=C1C(F)(F)F)NC1CCOCC1)=O)=O